2-(3-bromo-4-hydroxy-phenyl)-8-chloro-chromen-4-one BrC=1C=C(C=CC1O)C=1OC2=C(C=CC=C2C(C1)=O)Cl